CC=1C(=C(C=C(C1)C)C(=O)C1=C(C(=CC(=C1)C)C)O)O bis(3,5-dimethyl-2-hydroxyphenyl)methanone